tert-butyl 4-(4-(5-(2-chloro-6-(methylthio)phenyl)-4,5-dihydroisoxazol-3-yl)thiazol-2-yl)piperidine-1-carboxylate ClC1=C(C(=CC=C1)SC)C1CC(=NO1)C=1N=C(SC1)C1CCN(CC1)C(=O)OC(C)(C)C